1-(6-chloropyrimidin-4-yl)-3,3-dimethyl-2,3-dihydro-1H-pyrrolo[3,2-b]pyridine ClC1=CC(=NC=N1)N1CC(C2=NC=CC=C21)(C)C